N1(CCCCC1)C(=O)C=1C(=C(C#N)C=CC1)C1=CC=CC=2N1N=CC2 piperidine-1-carbonyl(pyrazolo[1,5-a]pyridin-7-yl)benzonitrile